4-chloro-5-(4-(trifluoromethoxy)phenyl)-1H-pyrrolo[2,3-b]pyridine ClC1=C2C(=NC=C1C1=CC=C(C=C1)OC(F)(F)F)NC=C2